4-(3-(2-isopropoxy-4-(methylsulfonyl)phenyl)-1-phenyl-1H-pyrrolo[2,3-b]pyridin-5-yl)-3,5-dimethylisoxazole C(C)(C)OC1=C(C=CC(=C1)S(=O)(=O)C)C1=CN(C2=NC=C(C=C21)C=2C(=NOC2C)C)C2=CC=CC=C2